di-tert-butyl (2R,4R)-4-((6-amino-4-(1-ethoxyvinyl)-3-fluoropyridin-2-yl) methyl)-2-methylpiperidine-1,4-dicarboxylate NC1=CC(=C(C(=N1)C[C@@]1(C[C@H](N(CC1)C(=O)OC(C)(C)C)C)C(=O)OC(C)(C)C)F)C(=C)OCC